ethyl 4-(morpholin-4-yl)but-2-ynoate N1(CCOCC1)CC#CC(=O)OCC